Ethyl 1-[[(5S,7S)-7-fluoro-5-phenyl-6,7-dihydro-5H-pyrrolo[1,2-b][1,2,4]triazol-2-yl]sulfanylmethyl]cyclopropanecarboxylate F[C@H]1C[C@H](N2N=C(N=C21)SCC2(CC2)C(=O)OCC)C2=CC=CC=C2